The molecule is a 2,3-diacyl-sn-glycerol in which both acyl groups are specified as lauroyl (dodecanoyl). It is a 2,3-diacyl-sn-glycerol and a didodecanoylglycerol. CCCCCCCCCCCC(=O)OC[C@@H](CO)OC(=O)CCCCCCCCCCC